5-[(S)-(3,4-difluorophenyl)(hydroxy)methyl]cyclopentane-1,2-diol FC=1C=C(C=CC1F)[C@H](C1CCC(C1O)O)O